methyl-3-amino-4-((4-((tert-butoxycarbonyl) amino) but-2-en-1-yl) amino)-5-methoxybenzoate COC(C1=CC(=C(C(=C1)OC)NCC=CCNC(=O)OC(C)(C)C)N)=O